CC=1N(C(=CC1)C)C1=CC(=C2CCN(C(C2=C1)=O)CC1OC1)C 7-(2,5-Dimethyl-1H-pyrrol-1-yl)-5-methyl-2-(oxiran-2-ylmethyl)-3,4-dihydroIsoquinolin-1(2H)-one